(R)-5-(1-methyl-1H-pyrazol-4-yl)-N-((S)-4-methyl-5-oxo-5,6,7,8-tetrahydro-4H-pyrazolo[1,5-a][1,3]diazepin-6-yl)-5,6,7,8-tetrahydro-[1,2,4]triazolo[1,5-a]pyridine-2-carboxamide CN1N=CC(=C1)[C@H]1CCCC=2N1N=C(N2)C(=O)N[C@@H]2C(N(C=1N(CC2)N=CC1)C)=O